8-chloro-1-methyl-1,4,5,10-tetrahydropyrazolo[3,4-b][1]benzazepine ClC1=CC2=C(CCC3=C(N2)N(N=C3)C)C=C1